tert-butyl 4-(2-fluoro-5-(methoxycarbonyl)phenyl)-2-oxabicyclo[2.1.1]hexane-1-carboxylate FC1=C(C=C(C=C1)C(=O)OC)C12COC(C1)(C2)C(=O)OC(C)(C)C